3-METHOXY-1H-PYRAZOLE-4-CARBOXYLIC ACID COC1=NNC=C1C(=O)O